O=C1NC(CCC1N1C(C2=CC(=CC(=C2C1)OCC(=O)O)NC)=O)=O 2-{[2-(2,6-dioxopiperidin-3-yl)-6-(methylamino)-1-oxo-2,3-dihydro-1H-isoindol-4-yl]oxy}acetic acid